tert-butyl (2S,4S)-2-(cyanomethyl)-4-(4-(3-(dimethylamino)azetidin-1-yl)-7-(naphthalen-1-yl)-6-oxo-6,7-dihydro-1H-imidazo[4,5-c][1,7]naphthyridin-1-yl)piperidine-1-carboxylate C(#N)C[C@H]1N(CC[C@@H](C1)N1C=NC=2C(=NC=3C(N(C=CC3C21)C2=CC=CC1=CC=CC=C21)=O)N2CC(C2)N(C)C)C(=O)OC(C)(C)C